5-methyl-2-pentyl-3-(2-amino-2-oxoethyl)-1H-indole-6-carboxylic acid CC=1C=C2C(=C(NC2=CC1C(=O)O)CCCCC)CC(=O)N